[2-chloro-4-[[3-[1-[(5-methyl-1H-pyrazol-3-yl)methyl]-3-(trifluoromethyl)pyrazol-4-yl]imidazo[1,2-a]pyrazin-8-yl]amino]phenyl]-piperazin-1-ylmethanone ClC1=C(C=CC(=C1)NC=1C=2N(C=CN1)C(=CN2)C=2C(=NN(C2)CC2=NNC(=C2)C)C(F)(F)F)C(=O)N2CCNCC2